6-[(2-chloropyrimidin-4-yl)amino]-4,4-dimethyl-2,3-dihydroisoquinolin-1-one ClC1=NC=CC(=N1)NC=1C=C2C(CNC(C2=CC1)=O)(C)C